2-(2,5-difluorophenyl)-1-((1S,3R)-3-(hydroxymethyl)-1-methyl-5-(1H-pyrazol-4-yl)-3,4-dihydroisoquinolin-2(1H)-yl)ethan-1-one FC1=C(C=C(C=C1)F)CC(=O)N1[C@H](C2=CC=CC(=C2C[C@@H]1CO)C=1C=NNC1)C